BrC1=NN(C(=C1)CCO)C1CC1 2-(3-bromo-1-cyclopropyl-1H-pyrazol-5-yl)ethan-1-ol